FC1=C(C=C(C#N)C=C1)C=1CCN(CC1)C(CCC=1NC(C2=C(C=CC(=C2C1)C)F)=O)=O 4-fluoro-3-(1-(3-(8-fluoro-5-methyl-1-oxo-1,2-dihydroisoquinolin-3-yl)propanoyl)-1,2,3,6-tetrahydropyridin-4-yl)benzonitrile